1-(5-(4-(((3R,4R)-3-fluoropiperidin-4-yl)oxy)piperidine-1-carbonyl)-2-methoxyphenyl)dihydropyrimidine-2,4(1H,3H)-dione TFA salt OC(=O)C(F)(F)F.F[C@@H]1CNCC[C@H]1OC1CCN(CC1)C(=O)C=1C=CC(=C(C1)N1C(NC(CC1)=O)=O)OC